ClC1=NC=C(C=C1C=O)O 2-CHLORO-5-HYDROXY-3-PYRIDINECARBOXALDEHYDE